ClC1=C(C=CC=C1)C1=C(C2=C(N=C(N=C2)NC2=CC=C(C=C2)OCCN(C)C)N(C1=O)C)C=C 6-(2-chlorophenyl)-2-((4-(2-(dimethylamino)ethoxy)phenyl)amino)-8-methyl-5-vinylpyrido[2,3-d]pyrimidin-7(8H)-one